6-bromo-3-iodo-4-methoxy-1H-indazole BrC1=CC(=C2C(=NNC2=C1)I)OC